amino-lauric acid NC(C(=O)O)CCCCCCCCCC